ClC=1C(=NC(=NC1)SC)C12CC(C1)(C2)C(=O)NC(C)C 3-(5-chloro-2-(methylthio)pyrimidin-4-yl)-N-isopropylbicyclo[1.1.1]pentane-1-carboxamide